NC=1C(C2=C(C=C(C(=C2C(C1Cl)=O)O)O)O)=O 2-amino-3-chloro-5,6,8-trihydroxy-1,4-naphthoquinone